rac-(2S,3R,4R)-1-acetyl-N-(2-hydroxyethyl)-2,3-dimethyl-4-((6-methylpyridin-2-yl)amino)-1,2,3,4-tetrahydroquinoline-6-carboxamide C(C)(=O)N1[C@H]([C@@H]([C@H](C2=CC(=CC=C12)C(=O)NCCO)NC1=NC(=CC=C1)C)C)C |r|